(R)-4-(difluoromethyl)-4-hydroxy-8-(1H-pyrazol-4-yl)-1,3,4,5-tetrahydro-6H-pyrano[4,3-b]thieno[3,2-d]pyridin-6-one FC([C@@]1(COCC2=C1NC(C1=C2C=C(S1)C=1C=NNC1)=O)O)F